C(C)OC[C@]1(CN(CC1)C(C)(C)C=1C=CC(=NC1)C)CCC1=CSC=C1F |o1:4| (R or S)-5-(2-(3-(ethoxymethyl)-3-(2-(4-fluorothiophen-3-yl)ethyl)pyrrolidin-1-yl)propan-2-yl)-2-methylpyridine